C[Si](C(=CN(CC)CC)[SiH2]CNCCC[Si](OCC)(OCC)OCC)(OC)OC 1-methyldimethoxysilyl-2-(diethylamino)(triethoxysilylpropylamino)methylsilylethylene